pename S1CCN2[C@H]1CC2=O